S(=O)(=O)(ON1C2C=C(CN(C1=O)C2)N2N=C(C=C2)NC(=O)C=2SC=CN2)[O-].[Na+] sodium {7-oxo-3-[3-(thiazole-2-carbonylamino)pyrazol-1-yl]-1,6-diazabicyclo[3.2.1]oct-3-en-6-yl} sulfate